ClP(=O)(OC1=CC=CC=C1)N[C@@H](C)C(=O)OC(C)C isopropyl (chloro (phenoxy) phosphoryl)-L-alaninate